FC1=NC=CC(=C1)OC1=CC(=C(N)C=C1)OC 4-((2-Fluoropyridin-4-Yl)oxy)-2-Methoxyaniline